1-(((5S,7R)-7-(fluoromethyl)-3-(5-(2-hydroxypropan-2-yl)pyrazin-2-yl)-2-oxo-1-oxa-3-azaspiro[4.5]decan-7-yl)methyl)-1H-benzo[d]imidazole-6-carbonitrile FC[C@]1(C[C@]2(CN(C(O2)=O)C2=NC=C(N=C2)C(C)(C)O)CCC1)CN1C=NC2=C1C=C(C=C2)C#N